8-[[4-(methylamino)-2-methylsulfanyl-pyrimidin-5-yl]methylamino]-1,2,3,6,7,8,9,9a-octahydroquinolizin-4-one CNC1=NC(=NC=C1CNC1CCN2C(CCCC2C1)=O)SC